FC=1C(=C2C(=CC=CC2=CC1)B1OC(C(O1)(C)C)(C)C)C#C[Si](C(C)C)(C(C)C)C(C)C 6-fluoro-4-(4,4,5,5-tetramethyl-1,3,2-dioxaborolan-2-yl)-5-(2-Triisopropylsilylethynyl)naphthalene